3-aminoisoxazolo[5,4-b]pyridine NC1=NOC2=NC=CC=C21